C(=O)O.NC1=NN=C(C2=CC(=CC=C12)C=1C(=C(C=C(C1)P(=O)(C)C)B(O)O)F)C [3-(1-amino-4-methylphthalazin-6-yl)-5-dimethylphosphoryl-2-fluorophenyl]boronic acid formic acid salt